6-(((1S)-(6-fluoro-2-methylpyridin-3-yl)(1-(spiro[2.2]pentan-1-yl)-1H-1,2,3-triazol-4-yl)methyl)amino)-4-(neopentylamino)quinoline-3,8-dicarbonitrile FC1=CC=C(C(=N1)C)[C@@H](C=1N=NN(C1)C1CC12CC2)NC=2C=C1C(=C(C=NC1=C(C2)C#N)C#N)NCC(C)(C)C